4-[4-(2,6-dioxo-piperidin-3-ylamino)-2-methyl-phenyl]-piperidine-1-carboxylic acid tert-butyl ester C(C)(C)(C)OC(=O)N1CCC(CC1)C1=C(C=C(C=C1)NC1C(NC(CC1)=O)=O)C